S(C)(=O)(=O)O.S(C)(=O)(=O)O.CN1CCNCC1 4-methylpiperazine dimesylate